2-(4-hexyl-2,5-dimethoxyphenyl)ethanamine C(CCCCC)C1=CC(=C(C=C1OC)CCN)OC